7-(1-(5-(1-cyclopropyl-2,2,2-trifluoro-1-methoxyethyl)pyridin-2-yl)-1H-pyrazol-4-yl)-3H-imidazo[4,5-b]pyridine C1(CC1)C(C(F)(F)F)(OC)C=1C=CC(=NC1)N1N=CC(=C1)C1=C2C(=NC=C1)NC=N2